2-bromo-4-(hydroxymethyl)-7-methyl-6,7-dihydro-5H-cyclopenta[b]pyridin-7-ol BrC1=CC(=C2C(=N1)C(CC2)(O)C)CO